9,10-dimethyl-10-lactoxyanthracene CC1C2=CC=CC=C2C(C=2C=CC=CC12)(OC(C(O)C)=O)C